C(C)(=O)OC1CCN(CC1)CC=1N=NN(C1)C=1C=C2C(=CN(C2=CC1)CC)C(=O)O 5-(4-((4-Acetoxypiperidin-1-yl)methyl)-1H-1,2,3-triazol-1-yl)-1-ethyl-1H-indole-3-carboxylic acid